ethyl (methylamino)valinate CNN[C@@H](C(C)C)C(=O)OCC